N-(2-(4-((1S,4S)-2-oxa-5-azabicyclo[2.2.1]heptane-5-yl)piperidine-1-yl)-5-((6-((S)-3-(3-chloro-2-methylbenzyl)isoxazolidine-2-yl)pyrimidine-4-yl)amino)-4-methoxyphenyl)acrylamide [C@@H]12OC[C@@H](N(C1)C1CCN(CC1)C1=C(C=C(C(=C1)OC)NC1=NC=NC(=C1)N1OCC[C@@H]1CC1=C(C(=CC=C1)Cl)C)NC(C=C)=O)C2